C([C@@H]([C@H](C(=O)C(=O)C(=O)O)O)O)O The molecule is a carbohydrate acid formally derived from gulonic acid by oxidation of the -OH groups at positions 2 and 3 to keto groups. It has a role as an Escherichia coli metabolite. It is a dioxo monocarboxylic acid, a hydroxy monocarboxylic acid, an alpha-diketone and a carbohydrate acid. It is a conjugate acid of a 2,3-diketogulonate.